C(CCCCCC)N(C(OC1=CC(=CC=C1)C=1C=NC=C(C1)C=1OC=NN1)=O)C 3-(5-(1,3,4-oxadiazol-2-yl)pyridin-3-yl)phenyl heptyl(methyl)carbamate